BrC1=C(C=C(C(=O)N2CC=3NC(N(C(C3C[C@H]2C)=O)C2=CC=C(C=C2)C=2C=NN(C2)C)=S)C=C1)C(F)(F)F (R)-7-(4-bromo-3-(trifluoromethyl)benzoyl)-6-methyl-3-(4-(1-methyl-1H-pyrazol-4-yl)phenyl)-2-thioxo-2,3,5,6,7,8-hexahydropyrido[3,4-d]pyrimidin-4(1H)-one